o-fluoro-α-bromoacetophenone FC1=C(C=CC=C1)C(CBr)=O